O=C1NC(CCC1N(C=1C=C(C=CC1)N1CCC(CC1)NC(OC(C)(C)C)=O)C)=O tert-butyl (1-(3-((2,6-dioxopiperidin-3-yl)(methyl)amino)phenyl)piperidin-4-yl)carbamate